C(C)(C)(C)OC(=O)N1C[C@H]2N(C3=C(OC2)C=C(C=C3)N(C)C3C(NC(CC3)=O)=O)CC1 (4aR)-8-((2,6-dioxopiperidin-3-yl)(methyl)amino)-1,2,4a,5-tetrahydrobenzo[b]pyrazino[1,2-d][1,4]oxazine-3(4H)-carboxylic acid tert-butyl ester